C(C)OC(=O)C=1C=C2CN(C(C2=CC1)=O)C1=CC2=C(NC(N2)=O)C=C1 oxo-2-(2-oxo-1,3-dihydrobenzimidazol-5-yl)isoindoline-5-carboxylic acid ethyl ester